FC=1C=C(C=NC1)C1=NC(=C2N=CN(C2=N1)C(C)C)N 2-(5-fluoropyridin-3-yl)-9-isopropyl-9H-purin-6-amine